N-(3-(2'-(cyclopropylamino)-7'-oxo-5'H-spiro[cyclopropane-1,8'-pyrido[4,3-d]pyrimidine]-6'(7'H)-yl)-4-methylphenyl)-3-(4-methylpiperazin-1-yl)-5-(trifluoromethyl)benzamide C1(CC1)NC=1N=CC2=C(N1)C1(C(N(C2)C=2C=C(C=CC2C)NC(C2=CC(=CC(=C2)C(F)(F)F)N2CCN(CC2)C)=O)=O)CC1